C(C)(C)(C)OC(=O)N1CCC(=CC1)C1=CC=C(C=C1)N(C(C)=O)C.O=CC#CCC1=C(C(=O)N)C=CC=C1 4-oxobut-2-yn-1-yl-benzamide tert-Butyl-4-(4-(N-methylacetamido)phenyl)-3,6-dihydropyridine-1(2H)-carboxylate